mono-[(2-hydroxyethyl)acrylic acid] phosphate P(=O)(O)(O)O.OCCC(C(=O)O)=C